diaminopentane C(CC[NH3+])CC[NH3+]